5-fluoro-3,3,4,4-tetramethyl-1-(8-methylimidazo[1,2-a]pyridin-3-yl)isoquinoline FC1=C2C(C(N=C(C2=CC=C1)C1=CN=C2N1C=CC=C2C)(C)C)(C)C